FC1=C(C(=C(C=C1)F)\C=C\[N+](=O)[O-])F (E)-1,2,4-trifluoro-3-(2-nitrovinyl)benzene